C(C(=C)C)(=O)OCC(CC1=CC=C(C=C1)CCC)O 4-(3-methacryloxy-2-hydroxypropyl)-phenylpropane